tri-tert-butyl (3S,10S,14S)-1-[4-(aminomethyl)phenyl]-3-[(naphthalen-2-yl)methyl]-1,4,12-trioxo-2,5,11,13-tetraazahexadecane-10,14,16-tricarboxylate NCC1=CC=C(C=C1)C(N[C@H](C(NCCCC[C@H](NC(N[C@@H](CCC(=O)OC(C)(C)C)C(=O)OC(C)(C)C)=O)C(=O)OC(C)(C)C)=O)CC1=CC2=CC=CC=C2C=C1)=O